FC(C(=O)O)(F)F.NC=1NC(=NN1)N1CCC(CC1)N1C[C@@H](OC[C@@H]1CC1=CC=C(C=C1)Cl)CN1N=CC(=C1)C#N 1-(((2R,5S)-4-(1-(5-amino-4H-1,2,4-triazol-3-yl)piperidin-4-yl)-5-(4-chlorobenzyl)-morpholin-2-yl)methyl)-1H-pyrazole-4-carbonitrile 2,2,2-trifluoroacetate